(4-isocyanatophenoxy)-acetic acid 2-[2-(4-isocyanatophenoxy)-acetoxy]-ethyl ester N(=C=O)C1=CC=C(OCC(=O)OCCOC(COC2=CC=C(C=C2)N=C=O)=O)C=C1